CC1=NC=CC=2N=C(N=CC21)S(=O)(=O)C 5-methyl-2-(methylsulfonyl)pyrido[4,3-d]pyrimidine